ClC=1C=NN(C1C1=NN2C(N(C(CC2)=O)CC2=CC(=C(C=C2)C2=NC=CC=C2OC2CC2)Cl)=C1)C(C)C 2-(4-chloro-1-isopropyl-1H-pyrazol-5-yl)-4-(3-chloro-4-(3-cyclopropoxypyridin-2-yl)benzyl)-6,7-dihydropyrazolo[1,5-a]pyrimidin-5(4H)-one